N-(3-(3,3-dimethylbut-1-yn-1-yl)phenyl)-6,7-difluoro-1-methyl-[1,2,4]triazolo[4,3-a]quinazolin-5-amine CC(C#CC=1C=C(C=CC1)NC1=NC=2N(C3=CC=C(C(=C13)F)F)C(=NN2)C)(C)C